C(C)(C)(C)[SiH2]N([SiH2]C(C)(C)C)C 1,3-bis(tert-butyl)-2-methyl-disilazane